(6-((4-((5-Cyclopropyl-1H-pyrazol-3-yl)amino)pyrimidin-2-yl)(methyl)amino)-2-azaspiro[3.3]heptan-2-yl)(tetrahydro-2H-pyran-4-yl)methanone C1(CC1)C1=CC(=NN1)NC1=NC(=NC=C1)N(C1CC2(CN(C2)C(=O)C2CCOCC2)C1)C